2-(6-methoxypyrimidin-4-yl)-4-methylaniline COC1=CC(=NC=N1)C1=C(N)C=CC(=C1)C